5-(3-(2,2-difluoroethyl)-2-methyl-3H-imidazo[4,5-b]pyridin-5-yl)-N-(1-methyl-1H-pyrazol-4-yl)pyrrolo[2,1-f][1,2,4]triazin-2-amine FC(CN1C(=NC=2C1=NC(=CC2)C=2C=CN1N=C(N=CC12)NC=1C=NN(C1)C)C)F